C(C)(C)(C)OC(=O)N1C=CC=2C1=NC=CC2B2OC(C(O2)(C)C)(C)C 4-(4,4,5,5-tetramethyl-1,3,2-dioxaborolane-2-yl)-1H-pyrrolo[2,3-b]pyridine-1-carboxylic acid tert-butyl ester